1,1,1,3,3,3-Hexafluoropropan-2-yl 2,2-dimethyl-3-(3-phenyl-1H-indazol-1-yl)propanoate CC(C(=O)OC(C(F)(F)F)C(F)(F)F)(CN1N=C(C2=CC=CC=C12)C1=CC=CC=C1)C